2-(14-bromo-3,6,9,12-tetraoxatetradecan-1-yl)isoindole-1,3-dione BrCCOCCOCCOCCOCCN1C(C2=CC=CC=C2C1=O)=O